rac-(4aR,8aS)-6-[3-[(3-chlorophenyl)methoxy]pyrrolidine-1-carbonyl]-4,4a,5,7,8,8a-hexahydropyrido[4,3-b][1,4]oxazin-3-one ClC=1C=C(C=CC1)COC1CN(CC1)C(=O)N1C[C@@H]2[C@@H](OCC(N2)=O)CC1 |r|